NC1=NC=CC(=C1Cl)N1N=CC(=C1C(F)(F)F)C(=O)NC=1C=NC(=C(C1)C#N)N1N=CC=N1 1-(2-amino-3-chloropyridin-4-yl)-N-(5-cyano-6-(2H-1,2,3-triazol-2-yl)pyridin-3-yl)-5-(trifluoromethyl)-1H-pyrazole-4-carboxamide